IC=1C=NN(C1)CC1(CCC1)O 1-[(4-iodopyrazol-1-yl)methyl]cyclobutan-1-ol